6-chloro-2-((2-(trimethylsilyl)ethoxy)methyl)-2H-pyrazolo[3,4-b]pyrazine ClC=1C=NC=2C(N1)=NN(C2)COCC[Si](C)(C)C